(1S,4r)-4-((2-(((S)-2-fluorobutyl)amino)-5-(6-nitropyridin-2-yl)pyrimidin-4-yl)amino)cyclohexan-1-ol F[C@H](CNC1=NC=C(C(=N1)NC1CCC(CC1)O)C1=NC(=CC=C1)[N+](=O)[O-])CC